O=C(CC(C=O)CC=1SC=CC1)CCCC1=CC=CC=C1 4-oxo-7-phenyl-2-(thiophen-2-ylmethyl)heptanal